O1CC(=CC=C1)C(=O)O pyran-3-carboxylic acid